ClC=1C(=NC(=NC1)SC)C1=NC(C2=CC=CC=C12)=O (5-chloro-2-(methylthio)pyrimidine-4-yl)isoindol-1-one